3-bromo-5-(tert-butyl)benzo[b]-thiophene BrC=1C2=C(SC1)C=CC(=C2)C(C)(C)C